C(C)(C)(C)OC(=O)N1CCN(CC1)C1=C(C=C2C=NN(C2=C1)C1OCCCC1)Cl.C1(=CC=CC=C1)NC(C1=CC=C(C=C1)C(=O)OC)=O N-phenyl-4-(methoxycarbonyl)benzamide tert-butyl-4-(5-chloro-1-(tetrahydro-2H-pyran-2-yl)-1H-indazol-6-yl)piperazine-1-carboxylate